1-(7-nitroindolin-1-yl)ethan-1-one [N+](=O)([O-])C=1C=CC=C2CCN(C12)C(C)=O